2-(4-((4-((2-methyl-4-phenylthiazol-5-yl)oxy)pyridin-2-yl)amino)pyridin-2-yl)propan-2-ol CC=1SC(=C(N1)C1=CC=CC=C1)OC1=CC(=NC=C1)NC1=CC(=NC=C1)C(C)(C)O